O[C@]1([C@@H](O[C@H]2[C@H]1O[Si](O[Si](OC2)(C(C)C)C(C)C)(C(C)C)C(C)C)N2C(NC(C=C2)=O)=O)C 1-[(6aR,8R,9R,9aR)-9-hydroxy-2,2,4,4-tetraisopropyl-9-methyl-tetrahydrofuro[3,2-f][1,3,5,2,4]trioxadisilocin-8-yl]-3H-pyrimidine-2,4-dione